tert-butyl 6-(aminomethyl)-3-(4-(trifluoromethyl)phenyl)-6,7-dihydropyrazolo[1,5-a]pyrimidine-4(5H)-carboxylate NCC1CN(C=2N(C1)N=CC2C2=CC=C(C=C2)C(F)(F)F)C(=O)OC(C)(C)C